N-[(3s,6s)-4,4-difluoro-6-[5-[3-cis-(trifluoromethoxy)cyclobutyl]-1,3,4-oxadiazol-2-yl]Tetrahydropyran-3-yl]-2-(4-fluorophenoxy)acetamide FC1([C@H](CO[C@@H](C1)C=1OC(=NN1)C1(CCC1)OC(F)(F)F)NC(COC1=CC=C(C=C1)F)=O)F